(R)-3-((6-(3,9-diazaspiro[5.5]undec-3-yl)pyridin-3-yl)amino)-5-(3-(3-methyl-2-oxoimidazolidin-1-yl)piperidin-1-yl)pyrazine-2-carboxamide C1CN(CCC12CCNCC2)C2=CC=C(C=N2)NC=2C(=NC=C(N2)N2C[C@@H](CCC2)N2C(N(CC2)C)=O)C(=O)N